2,2',3,3'-Tetrahydro-3,3,3',3'-tetramethyl-1,1'-spirobi-[1H-inden]-5,5'-diol CC1(CC2(C3=CC=C(C=C13)O)CC(C1=CC(=CC=C12)O)(C)C)C